ClCC1=CC=C(C=C1)C=1OC(=NN1)C=1C(=C(C=CC1)C1=CC=CC=C1)C 2-(4-(chloromethyl)phenyl)-5-(2-methyl-[1,1'-biphenyl]-3-yl)-1,3,4-oxadiazole